[N+](=O)([O-])C1=C(C=CC(=C1)C(F)(F)F)NC(=O)C=1N=COC1 N-(2-nitro-4-(trifluoromethyl)phenyl)oxazole-4-carboxamide